6-((1-fluorocyclopropyl)methoxy)-N-(2-methylpyrimidin-5-yl)isoquinolin-1-amine FC1(CC1)COC=1C=C2C=CN=C(C2=CC1)NC=1C=NC(=NC1)C